(thiophen-2-ylmethyl)ethan-1-amine S1C(=CC=C1)CC(C)N